O=C(C=CNCCCNC=CC(C)=O)C 4-([3-[(3-oxo-1-buten-1-yl)amino]propyl]amino)-3-buten-2-one